The molecule is an organic cation obtained by protonation of the imidazole group of (R)-isoconazole. It is a conjugate acid of a (R)-isoconazole. It is an enantiomer of a (S)-isoconazole(1+). [H+].C1=CC(=C(C(=C1)Cl)CO[C@@H](CN2C=CN=C2)C3=C(C=C(C=C3)Cl)Cl)Cl